C(C1=CC=CC=C1)N1C(=C(C=C1)C1=NC2=C(N1C)C(=CC(=C2)C(=O)N2[C@@H]1CC[C@H](C2)[C@H]1NC(OC(C)(C)C)=O)OC)CC Tert-butyl N-[(1R,4R,7R)-2-[2-(1-benzyl-2-ethyl-1H-pyrrol-3-yl)-7-methoxy-1-methyl-1H-1,3-benzodiazole-5-carbonyl]-2-azabicyclo[2.2.1]heptan-7-yl]carbamate